CC(CNC(OC(C)(C)C)=O)CNC1=NC=C(C=C1)C=1OC(=NN1)C tert-butyl (2-methyl-3-((5-(5-methyl-1,3,4-oxadiazol-2-yl)pyridin-2-yl)amino)propyl)carbamate